FC1=C(C=CC2=C1CCCC(=C2C2=CC=C(C=C2)O[C@@H]2CN(CC2)CCCF)C2=CC=C(C=C2)C(F)(F)F)O 1-fluoro-5-[4-[(3S)-1-(3-fluoropropyl)pyrrolidin-3-yl]oxyphenyl]-6-[4-(trifluoro-methyl)phenyl]-8,9-dihydro-7H-benzo[7]annulen-2-ol